[Na].NC(=S)N thiourea, sodium salt